ClC1=CN=C2N(N=C(C(=C2)C)N2CC=3C=C(C=NC3CC2)N2C=3N(CCC2)N=CC3)C1=O 3-chloro-7-(3-(6,7-dihydropyrazolo[1,5-a]pyrimidin-4(5H)-yl)-7,8-dihydro-1,6-naphthyridin-6(5H)-yl)-8-methyl-4H-pyrimido[1,2-b]pyridazin-4-one